ClC1=CC=C2C=C(N(C2=C1Cl)CC(=O)OCC)C#N ethyl 2-(6,7-dichloro-2-cyano-1H-indol-1-yl)acetate